CNC(=O)C=1N=C(C=2N(C1)C=CN2)C N,8-dimethyl-imidazo[1,2-a]pyrazine-6-carboxamide